CC1C=CC(C(C)C)=C(O)C=1 p-Cymen-3-ol